benzyl-n-methyl-pyrrolidinium chloride [Cl-].C(C1=CC=CC=C1)[N+]1(CCCC1)C